C(CCC)(=O)[O-].C(CCC)(=O)[O-].[Te+2] tellurium dibutyrate